C1(=CC=CC=C1)C1=NC(=NC(=N1)C1=CC=C(C=C1)C1=CC=C(C2=CC=CC=C12)C1=CC=C(C=C1)C1=CC=C(C#N)C=C1)C1=CC=CC=C1 4-(4-{4-[4-(diphenyl-1,3,5-triazin-2-yl)phenyl]naphthalene-1-yl}phenyl)benzonitrile